benzyl (7-((1-(1-(1-(4-methoxybenzyl)-2,6-dioxopiperidin-3-yl)-3-methyl-2-oxo-2,3-dihydro-1H-benzo[d]imidazol-4-yl)piperidin-4-yl)methyl)-7-azaspiro[3.5]nonan-2-yl)carbamate COC1=CC=C(CN2C(C(CCC2=O)N2C(N(C3=C2C=CC=C3N3CCC(CC3)CN3CCC2(CC(C2)NC(OCC2=CC=CC=C2)=O)CC3)C)=O)=O)C=C1